O[C@@]1(C(N(CC1)C)=O)C#CC=1C=C(C=CC1)C=1N=CC2=C(N1)C(NC=C2)=O |r| racemic-2-[3-[2-(3-hydroxy-1-methyl-2-oxo-pyrrolidin-3-yl)ethynyl]phenyl]-7H-pyrido[3,4-d]pyrimidin-8-one